(3S)-3-methylpiperidine HCl Cl.C[C@@H]1CNCCC1